6-(2,2-dimethylpropionyloxy)-8-hydroxy-7-(3-methylbutyryl)-9-isobutyl-2,2,4,4-tetramethyl-4,9-dihydro-1H-xanthene-1,3(2H)-dione CC(C(=O)OC=1C=C2OC=3C(C(C(C(C3C(C2=C(C1C(CC(C)C)=O)O)CC(C)C)=O)(C)C)=O)(C)C)(C)C